CNC(C)C methyl-2-propylamine